NCCC(C[C@@H](CNC(OCC1=CC=CC=C1)=O)[C@@H](C)NC(OC(C)(C)C)=O)C1CC1 Benzyl tert-butyl ((2S,3R)-2-(4-amino-2-cyclopropylbutyl)butane-1,3-diyl)dicarbamate